6-bromo-2-[(oxolan-2-yl)methyl]-2,3-dihydro-1H-isoindol-1-one BrC1=CC=C2CN(C(C2=C1)=O)CC1OCCC1